(2S,4S)-4-Fluoro-1-(2-(4-((3-methylchinolin-5-yl)amino)piperidin-1-yl)acetyl)pyrrolidin-2-carbonitril F[C@H]1C[C@H](N(C1)C(CN1CCC(CC1)NC1=C2C=C(C=NC2=CC=C1)C)=O)C#N